N-(3-fluorophenyl)-4-phenyl-[2,4'-bithiazole]-2'-amine FC=1C=C(C=CC1)NC=1SC=C(N1)C=1SC=C(N1)C1=CC=CC=C1